rac-(6R)-7-(4-bromo-3-cyano-benzoyl)-6-methyl-3-oxo-2-(4-pyrazol-1-ylphenyl)-N-[(2-pyrimidin-2-ylphenyl)methyl]-6,8-dihydro-5H-imidazo[1,5-a]pyrazine-1-carboxamide BrC1=C(C=C(C(=O)N2CC=3N(C[C@H]2C)C(N(C3C(=O)NCC3=C(C=CC=C3)C3=NC=CC=N3)C3=CC=C(C=C3)N3N=CC=C3)=O)C=C1)C#N |r|